3-(7-((2-(1H-indol-3-yl)ethyl)amino)thiazolo[5,4-d]pyrimidin-5-yl)pyridin-2(1H)-one N1C=C(C2=CC=CC=C12)CCNC=1C2=C(N=C(N1)C=1C(NC=CC1)=O)SC=N2